BrC=1C=CC(=NC1OC)NS(=O)(=O)CC1=C(C(=CC=C1)F)F N-(5-bromo-6-methoxypyridin-2-yl)-1-(2,3-difluorophenyl)methylsulfonamide